FC(C(=O)O)(F)F.NC=1C=2N(C=C(N1)C1=CC=C(C=C1)B(O)O)C(=CN2)C2=C(C=CC(=C2)C(C(F)F)(C)O)C (4-(8-amino-3-(5-(1,1-difluoro-2-hydroxypropan-2-yl)-2-methylphenyl)imidazo[1,2-a]pyrazin-6-yl)phenyl)boronic acid trifluoroacetate salt